(1S,3aS,6aR)-N-((R)-1-cyano-2-((S)-2-oxopiperidin-3-yl)ethyl)-4,4-difluoro-2-(9-hydroxy-9H-fluorene-9-carbonyl)octahydrocyclopenta[c]pyrrole-1-carboxamide C(#N)[C@@H](C[C@H]1C(NCCC1)=O)NC(=O)[C@H]1N(C[C@@H]2[C@H]1CCC2(F)F)C(=O)C2(C1=CC=CC=C1C=1C=CC=CC21)O